5-(2-fluorophenyl)-N-phenyl-1,3,4-thiadiazol-2-amine FC1=C(C=CC=C1)C1=NN=C(S1)NC1=CC=CC=C1